N[C@H](C(=O)[O-])CCCC.C1(CCCCC1)[NH2+]C1CCCCC1 dicyclohexyl-ammonium L-2-aminocaproate salt